6-(4-methoxycyclohexyl)-2-[4-methyl-2-(trifluoromethyl)pyrimidin-5-yl]sulfonyl-2,6-diazaspiro[3.3]heptane COC1CCC(CC1)N1CC2(CN(C2)S(=O)(=O)C=2C(=NC(=NC2)C(F)(F)F)C)C1